3-(4-bromo-3-(methoxymethyl)phenyl)-1,3-oxazinan-2-one BrC1=C(C=C(C=C1)N1C(OCCC1)=O)COC